N-[9-[4-[6-[2-[(6-cyano-4-quinolyl)amino]ethyl]naphthalene-2-carbonyl]piperazin-1-yl]-9-oxo-nonyl]-5-[[2-(2,6-dioxo-3-piperidyl)-1,3-dioxo-isoindolin-4-yl]amino]pentanamide C(#N)C=1C=C2C(=CC=NC2=CC1)NCCC=1C=C2C=CC(=CC2=CC1)C(=O)N1CCN(CC1)C(CCCCCCCCNC(CCCCNC1=C2C(N(C(C2=CC=C1)=O)C1C(NC(CC1)=O)=O)=O)=O)=O